N1C(=NC2=C1C=CC=C2)C2=CC(=NN2)NC(=O)NCC2=CC=CC=C2 1-[5-(1H-benzimidazol-2-yl)-1H-pyrazol-3-yl]-3-benzyl-urea